3-(2-aminoethyl)aminopropyl-methyltriethoxysilane NCCNCCCC(C)O[Si](OCC)(OCC)C